1-(2-((5-(imidazo[1,2-a]pyridin-6-yl)-4-methoxypyrrolo[2,1-f][1,2,4]triazin-2-yl)amino)-7-azaspiro[3.5]nonan-7-yl)ethan-1-one N=1C=CN2C1C=CC(=C2)C=2C=CN1N=C(N=C(C12)OC)NC1CC2(C1)CCN(CC2)C(C)=O